NC=1OC=C(N1)C(=O)O 2-amino-1,3-oxazole-4-carboxylic acid